3-cyano-N-(3-fluoro-2,6-diisopropylphenylcarbamoyl)-5-(2-hydroxypropan-2-yl)benzenesulfonamide C(#N)C=1C=C(C=C(C1)C(C)(C)O)S(=O)(=O)NC(NC1=C(C(=CC=C1C(C)C)F)C(C)C)=O